(R)-1-([1,3]dioxolo[4,5-c]pyridin-4-ylmethyl)-N-(5-cyclopropyl-1,3,4-oxadiazol-2-yl)azepane-2-carboxamide O1COC=2C(=NC=CC21)CN2[C@H](CCCCC2)C(=O)NC=2OC(=NN2)C2CC2